C1=C2C=C3C(=CN=C4C3=C3C=CC=CC3=C4)C2=CC=C1 bisindenopyridine